tert-butyl 2-(3-fluoro-5-(piperidin-4-yloxy)phenyl)-2,7-diazaspiro[3.5]nonane-7-carboxylate FC=1C=C(C=C(C1)OC1CCNCC1)N1CC2(C1)CCN(CC2)C(=O)OC(C)(C)C